tris(methylphenyl)boron CC1=C(C=CC=C1)B(C1=C(C=CC=C1)C)C1=C(C=CC=C1)C